COC(CC=1N(C=C(N1)Br)CCNC)=O 2-[4-bromo-1-[2-(methylamino)ethyl]imidazol-2-yl]acetic acid methyl ester